2-(2'-Hydroxy-5'-methylphenyl)-benzotriazole OC1=C(C=C(C=C1)C)N1N=C2C(=N1)C=CC=C2